[C].S(O)(O)(=O)=O Sulfuric acid Carbon